FC(C(=O)O)(F)F.CC1=CC=C(C=N1)[C@H]1NOCC1 (3S)-3-(6-methyl-3-pyridyl)isoxazolidine trifluoroacetic acid salt